C1(CC1)NC(C(C)N1CCC(CC1)C=O)=O N-CYCLOPROPYL-2-(4-FORMYLPIPERIDIN-1-YL)PROPANAMIDE